(R)-(5-Phenylmethoxy-pyridin-3-yl)-(1,3-dimethyl-azetidin-3-yl)-(4-isopropyl-phenyl)-methanol C1(=CC=CC=C1)COC=1C=C(C=NC1)[C@@](O)(C1=CC=C(C=C1)C(C)C)C1(CN(C1)C)C